C(C)(=O)O[C@@H]1[C@H](O[C@H]([C@@H]([C@H]1OC(C)=O)OC(C)=O)OC1=C(C=C(C=C1)CO)C(NCCNC(COC1C#CCCCCC1)=O)=O)C(=O)OC Methyl (2S,3S,4S,5R,6S)-3,4,5-tris(acetyloxy)-6-[2-({2-[2-(cyclooct-2-yn-1-yloxy)acetamido]ethyl}carbamoyl)-4-(hydroxymethyl)phenoxy]oxane-2-carboxylate